FC(C1=CC=C(NC2=C(C=CC=C2)C2=CC(=NC=C2)NCC(=O)OC)C=C1)(F)F methyl 2-[[4-[2-[4-(trifluoromethyl)anilino]phenyl]-2-pyridyl]amino]acetate